3-(((4'-cyano-[1,1'-biphenyl]-4-yl)oxy)methyl)-1-(4-methoxybenzoyl)-N-methylpyrrolidine-3-carboxamide C(#N)C1=CC=C(C=C1)C1=CC=C(C=C1)OCC1(CN(CC1)C(C1=CC=C(C=C1)OC)=O)C(=O)NC